N-[1-(3-chloropyrazin-2-yl)ethyl]-2-methyl-propane-2-sulfinamide ClC=1C(=NC=CN1)C(C)NS(=O)C(C)(C)C